FCC12CC(CC(C=C1)(O2)CF)C2=CC(=C(C=C2)NC(=O)C=2NC(=CN2)C#N)C2=CCC(CC2)(C)C N-[4-[1,5-bis(fluoromethyl)-8-oxabicyclo[3.2.1]oct-6-en-3-yl]-2-(4,4-dimethylcyclohexen-1-yl)phenyl]-5-cyano-1H-imidazole-2-carboxamide